N-(6-(4-((1r,3r)-3-(Aminomethyl)-1-hydroxycyclobutyl)-1H-imidazol-1-yl)-5-fluoropyridin-3-yl)-2-(5-methyl-3-(trifluoromethyl)-1H-pyrazol-1-yl)acetamide NCC1CC(C1)(O)C=1N=CN(C1)C1=C(C=C(C=N1)NC(CN1N=C(C=C1C)C(F)(F)F)=O)F